1,2-diphenylisoquinolinium C1(=CC=CC=C1)C1=[N+](C=CC2=CC=CC=C12)C1=CC=CC=C1